(Z)-2-methyl-2-butenoic acid ((2S,3R,4R)-4-(4-(1,1-difluoroethyl)benzyl)-2-(3,4-dimethoxyphenyl)tetrahydrofuran-3-yl)methyl ester FC(C)(F)C1=CC=C(C[C@@H]2[C@@H]([C@H](OC2)C2=CC(=C(C=C2)OC)OC)COC(\C(=C/C)\C)=O)C=C1